4-(2,6-difluoro-4-nitrophenoxy)-3-iodo-1-((2-(trimethylsilyl)ethoxy)methyl)-1H-pyrrolo[2,3-b]pyridine FC1=C(OC2=C3C(=NC=C2)N(C=C3I)COCC[Si](C)(C)C)C(=CC(=C1)[N+](=O)[O-])F